4,13-dimethyl-tetradecanoic acid CC(CCC(=O)O)CCCCCCCCC(C)C